C1(CC1)C1=C(C(=NO1)C1=C(C=CC=C1Cl)Cl)CN1C[C@@H](N(CC1)C=1SC2=C(N1)C=C(C=C2OC)C(=O)O)C (S)-2-(4-((5-cyclopropyl-3-(2,6-dichlorophenyl)isoxazol-4-yl)methyl)-2-methylpiperazin-1-yl)-7-methoxybenzo[d]Thiazole-5-carboxylic acid